C(C)(C)C=1C(=NNC1C=1C=C(C=2N(C1)N=CN2)C)C=2C=NN(C2)C2CCN(CC2)C 6-(4-isopropyl-1'-(1-methylpiperidin-4-yl)-1h,1'h-[3,4'-bipyrazole]-5-yl)-8-methyl-[1,2,4]triazolo[1,5-a]pyridine